C(C)C(CC(=O)O)N1CN(C=C1)C 1-(1-ethyl-carboxyethyl)-3-methylimidazole